C(C)(C)(C)[C@]12CN(C[C@H]2[C@@H]1C=1SC=C(N1)C(NCC1=NC=CC=C1F)=O)C(=O)O.C(CCCC\C=C/C\C=C/C\C=C/CCCCC)(=O)N[C@@H](C)C(=O)O N-γ-linolenoyl-alanine Tert-butyl-(1R,5S,6S)-6-(4-{[(3-fluoropyridin-2-yl)methyl]carbamoyl}-1,3-thiazol-2-yl)-3-azabicyclo[3.1.0]hexane-3-carboxylate